(8-(methylamino)-5-(oxazolo[4,5-c]pyridin-2-yl)-2,7-naphthyridin-3-yl)cyclopropanecarboxamide CNC=1N=CC(=C2C=C(N=CC12)C1(CC1)C(=O)N)C=1OC2=C(C=NC=C2)N1